C1(CCCCC1)C1=CC=CC=2OC3=C(C21)C=CC=C3 cyclohexyl-dibenzofuran